C1(CC1)C=1C(=C2C(C(N(C2=CC1)CC(=O)NC(C(CC(=O)OC(C)(C)C)C)C)=O)(C)C)F tert-butyl 4-[2-(5-cyclopropyl-4-fluoro-3,3-dimethyl-2-oxoindol-1-yl)acetamido]-3-methylpentanoate